NC1=CC(=NO1)C1CCN(CC1)C(=O)C1=CC=C(C=C1)OC (4-(5-aminoisoxazol-3-yl)piperidin-1-yl)(4-methoxyphenyl)methanone